5-[1-(5-amino-2-pyridinyl)-3-(trifluoromethyl)pyrazol-4-yl]-N-[3-chloro-4-[(3-hydroxymethylpyrrolidin-3-yl)carbamoyl]phenyl]-1-methyl-imidazole-2-carboxamide NC=1C=CC(=NC1)N1N=C(C(=C1)C1=CN=C(N1C)C(=O)NC1=CC(=C(C=C1)C(NC1(CNCC1)CO)=O)Cl)C(F)(F)F